O1CC(NC=C1)=O 1,4-Oxazin-3(4H)-one